4-(2-Dimethylamino-propyl)-N-[4-methyl-3-(4-pyridin-3-yl-pyrimidin-2-ylamino)-phenyl]-benzamide CN(C(CC1=CC=C(C(=O)NC2=CC(=C(C=C2)C)NC2=NC=CC(=N2)C=2C=NC=CC2)C=C1)C)C